FC(OC1=CC(=C(C=C1)C1=NN=C(C(N1C)=O)N[C@H]1CN(CCC1)CC)O)F 3-[4-(Difluoromethoxy)-2-hydroxy-phenyl]-6-[[(3R)-1-ethyl-3-piperidyl]amino]-4-methyl-1,2,4-triazin-5-one